(R)-N'-((3-fluoro-1,2,3,5,6,7-hexahydrodicyclopenta[b,e]pyridin-8-yl)carbamoyl)-2-(2-hydroxypropan-2-yl)thiazole-5-sulfonimidamide FC1CCC=2C1=NC1=C(C2NC(=O)N=[S@](=O)(N)C2=CN=C(S2)C(C)(C)O)CCC1